3-Amino-N-(3-(4-amino-4-methylpiperidin-1-yl)pyridin-2-yl)-6-(3-chloropyridin-2-yl)pyrazine-2-carboxamid NC=1C(=NC(=CN1)C1=NC=CC=C1Cl)C(=O)NC1=NC=CC=C1N1CCC(CC1)(C)N